(R)-(4-(6-(4-chlorophenyl)-2-(pyridin-3-yl)pyrimidin-4-yl)-3-methylpiperazin-1-yl)(phenyl)methanone ClC1=CC=C(C=C1)C1=CC(=NC(=N1)C=1C=NC=CC1)N1[C@@H](CN(CC1)C(=O)C1=CC=CC=C1)C